N,N'-Bis-(1-naphthyl)-N,N'-Bis-phenyl-(1,1'-biphenyl)-4,4'-diamine C1(=CC=CC2=CC=CC=C12)N(C1=CC=C(C=C1)C1=CC=C(C=C1)N(C1=CC=CC=C1)C1=CC=CC2=CC=CC=C12)C1=CC=CC=C1